N-[5-(2,4-difluorophenoxy)-4-(6-methyl-7-oxofuro[2,3-c]pyridin-4-yl)pyrimidin-2-yl]ethanesulfonamide FC1=C(OC=2C(=NC(=NC2)NS(=O)(=O)CC)C=2C3=C(C(N(C2)C)=O)OC=C3)C=CC(=C1)F